CC1=NN=C2N1C(C1=C(N2CCCCC)C=CN1S(=O)(=O)C1=CC=CC=C1)=O 3-methyl-9-pentyl-6-(phenylsulfonyl)-6,9-dihydro-5H-pyrrolo[3,2-d][1,2,4]triazolo[4,3-a]pyrimidin-5-one